(1R,2S,4S)-2-fluoro-4-hydroxycyclohexylamine hydrochloride Cl.F[C@@H]1[C@@H](CC[C@@H](C1)O)N